4-methoxy-5,6,7,8-tetrahydronaphthalene-1-sulfonyl chloride COC1=CC=C(C=2CCCCC12)S(=O)(=O)Cl